dimethyl-(fluoromethyl)propylene CC(=C(CF)C)C